1-[(3S)-3-[4-(3-ethynyl-2-fluoro-anilino)quinazolin-6-yl]pyrrolidin-1-yl]prop-2-en-1-one C(#C)C=1C(=C(NC2=NC=NC3=CC=C(C=C23)[C@H]2CN(CC2)C(C=C)=O)C=CC1)F